(1-((tetrahydro-2H-pyran-2-yl)oxy)cyclobutyl)methanol O1C(CCCC1)OC1(CCC1)CO